S(=O)(=O)(O)CCCC[P+](CCCC)(CCCC)CCCC sulfotetrabutylphosphonium